tert-butyl (S)-5-((8-carbamoyl-6-chloropyrido[3,2-d]pyrimidin-4-yl)amino)-3,3-difluoropiperidine-1-carboxylate C(N)(=O)C1=CC(=NC2=C1N=CN=C2N[C@H]2CC(CN(C2)C(=O)OC(C)(C)C)(F)F)Cl